(4-(3-(cyclopropylmethoxy)oxetan-3-yl)phenyl)(5-(4-(trifluoromethyl)phenyl)hexahydropyrrolo[3,4-c]pyrrol-2(1H)-yl)methanone C1(CC1)COC1(COC1)C1=CC=C(C=C1)C(=O)N1CC2CN(CC2C1)C1=CC=C(C=C1)C(F)(F)F